FC(C=1C=C(C=C(C1)C(F)(F)F)C=CCC/C=C/C(=O)NCC(C)C)(F)F (E)-7-(3,5-bis(trifluoromethyl)phenyl)-N-isobutylhept-2-en-6-enamide